CN(C(C)=O)C=1C=CC2=C(N=C(O2)C2=CC(=NC=C2)C(=O)O)C1 4-(5-(N-methylacetamido)benzo[d]oxazol-2-yl)picolinic acid